[Cl-].[Cl-].C1(=CC=CC=C1)C(C1=CC=CC=C1)=[Zr+2](C1(C=CC=C1)C(C)(C)C)C1(C=CC=C1)C(C)(C)C diphenylmethylenebis(tert-butylcyclopentadienyl)zirconium dichloride